1-methyl laurate hydrochloride Cl.C(CCCCCCCCCCC)(=O)OC